C1(CC1)C1=NN(C2=CC=CC(=C12)C(C(=O)OC(C)(C)C)N1CC(C1)OCCCCCC1=NC=2NCCCC2C=C1)C Tert-butyl 2-(3-cyclopropyl-1-methyl-1H-indazol-4-yl)-2-(3-(5-(5,6,7,8-tetrahydro-1,8-naphthyridin-2-yl)pentyloxy)azetidin-1-yl)acetate